N1C(=NC2=C1C=CC=C2)NCC2=CNC1=CC(=CC=C21)C#N 3-(((1H-benzo[d]imidazol-2-yl)amino)methyl)-1H-indole-6-carbonitrile